FC(C)(F)C1=NC=CC(=C1)CCC(=O)O 2-(1,1-difluoroethyl)-4-pyridinepropanoic acid